ClC=1C(=C(C[C@@H]2N(OCC2)C2=CC(=NC=N2)NC=2C(=CC(=C(C2)NC(C=C)=O)N2CCN(CC2)C2CC2)OC)C=CC1)OC N-(5-((6-((S)-3-(3-chloro-2-methoxybenzyl)isoxazolidine-2-yl)pyrimidine-4-yl)amino)-2-(4-cyclopropylpiperazine-1-yl)-4-methoxyphenyl)acrylamide